FC(C1=CC=C(C=C1)[C@@H]1[C@H](C1)[B-](F)(F)F)F.[K+] potassium ((1S,2S)-2-(4-(difluoromethyl)phenyl)cyclopropyl)trifluoroborate